BrC=1C=C(C(=NC1)OCC=1N=NC(=CC1)OC)OC 3-[(5-bromo-3-methoxy-2-pyridyl)oxymethyl]-6-methoxy-pyridazine